(5S*)-tert-butyl 5-(hydroxymethyl)-5,6,9,10-tetrahydro-4H-isoxazolo[3,4-c]pyrido[4',3':3,4]pyrazolo[1,5-a]azepine-11(12H)-carboxylate OC[C@H]1CC=2C(C=3N(C1)N=C1C3CN(CC1)C(=O)OC(C)(C)C)=NOC2 |o1:2|